bis-trifluoromethyl-2,2'-bipyridine FC(F)(F)C1=C(C(=NC=C1)C1=NC=CC=C1)C(F)(F)F